3-Phenylsulfanylpyridazine-4-carboxylic acid C1(=CC=CC=C1)SC=1N=NC=CC1C(=O)O